(S)-benzyl lactate C([C@@H](O)C)(=O)OCC1=CC=CC=C1